methyl 2-(4-bromo-3-nitrobenzyl)-1-(2-methoxyethyl)-1H-benzo[d]imidazole-6-carboxylate BrC1=C(C=C(CC2=NC3=C(N2CCOC)C=C(C=C3)C(=O)OC)C=C1)[N+](=O)[O-]